O=C1OC2=C(N1)C=C(C=C2)/C=C/C(=O)OC methyl (E)-3-(2-oxo-2,3-dihydrobenzo[d]oxazol-5-yl)acrylate